Cl\C(=C/C)\C (2Z)-3-chlorobut-2-en